C1=C(C=CC=2CCCCC12)NC1CCC(CC1)NC(OC(C)(C)C)=O tert-butyl (4-((5,6,7,8-tetrahydronaphthalen-2-yl)amino)cyclohexyl)carbamate